4-((4-((3-bromo-2-hydroxy-4-((4-hydroxy-2-methoxy-6-methyl-benzoyl)oxy)-5,6-dimethyl-benzoyl)oxy)-2-hydroxy-3,6-dimethylbenzoyl)oxy)-6-methoxy-2,3-dimethylbenzoic acid BrC=1C(=C(C(=O)OC2=C(C(=C(C(=O)OC3=C(C(=C(C(=O)O)C(=C3)OC)C)C)C(=C2)C)O)C)C(=C(C1OC(C1=C(C=C(C=C1C)O)OC)=O)C)C)O